BrC=1C=C(C=CC1)C1(CC(C1)F)C(=O)OC methyl 1-(3-bromophenyl)-3-fluorocyclobutane-1-carboxylate